OC(C(C=O)C)CCCCCC 3-hydroxy-2-methylnonan-1-one